pentafluoro-3-butenenitrile FC(=C(C(C#N)(F)F)F)F